C(C)(=O)N1C(C(C=C1C1=CC=CC=C1)(CS(=O)(=O)C=1C(C)=CC=CC1)C)=O 1-acetyl-3-methyl-5-phenyl-3-((o-toluenesulfonyl)methyl)-1,3-dihydro-2H-pyrrole-2-one